CC(C)(C)C=1C=C(C=C(C1)C(C)(C)C)C=1C=C(C=C(C1)C(C)(C)C)C1=CC=CC=C1 3'',5',5''-tris(1,1-dimethylethyl)[1,1':3',1''-terphenyl]